BrC=1C=C(N)C=C(C1I)Cl 3-Bromo-5-chloro-4-iodoaniline